[N+](=O)([O-])C1=C(C=CC=C1)CCOC1=CC=CC=C1 1-nitro-2-(2-phenoxyethyl)benzene